6-(4-Chlorophenyl)-2-(5-fluoropyridin-3-yl)-N-(2-hydroxy-2-methyl-propyl)-3-oxo-2,3-dihydropyridazine-4-carboxamide ClC1=CC=C(C=C1)C=1C=C(C(N(N1)C=1C=NC=C(C1)F)=O)C(=O)NCC(C)(C)O